1,5-Dimethyl-9-[2-carboxy(3,6-methano-4-cyclohexenyl)]carbonyloxy-anthracene CC1=CC=CC2=CC3=C(C=CC=C3C(=C12)OC(=O)C1C(C2C=CC1C2)C(=O)O)C